ClC=1C=C(C=CC1)C#C\C=C/1\C(N(CC1)C(=O)OCC)(C)C ethyl (3E)-3-[3-(3-chlorophenyl)prop-2-yn-1-ylidene]-2,2-dimethylpyrrolidine-1-carboxylate